oxadiazecin O1NN=CC=CC=CC=C1